OC1=C(C=C(C=C1)O)\C=C\C(CCC1=CC=CC=C1)=O (E)-1-(2,5-dihydroxyphenyl)-5-phenylpent-1-en-3-one